C(CCC)N1CCC(CC1)OC1=CC=C(C=C1)C(=O)C=1C2=C(SC1C1=CC=C(C=C1)O)C=C(C=C2)O (4-((1-butylpiperidin-4-yl)oxy)phenyl)(6-hydroxy-2-(4-hydroxyphenyl)benzo[b]thiophen-3-yl)methanone